N-(2-(4-(((6-chloro-1H-indol-2-yl)methyl)amino)butoxy)ethyl)-6-(4H-1,2,4-triazol-4-yl)-1H-indazol-4-amine ClC1=CC=C2C=C(NC2=C1)CNCCCCOCCNC=1C=2C=NNC2C=C(C1)N1C=NN=C1